3-amino-1-(4-((6-(2-hydroxy-4-(1H-pyrazol-4-yl)phenyl)pyridazin-3-yl)sulfanyl)-2,2,6,6-tetramethylpiperidin-1-yl)propan-1-one NCCC(=O)N1C(CC(CC1(C)C)SC=1N=NC(=CC1)C1=C(C=C(C=C1)C=1C=NNC1)O)(C)C